ClC1=C(N=C2N(C1=O)C=C(N=C2C2=C(C=C(C=C2)OC)F)C2CC(OCC2)C=2C=NN(C2)C2CC2)C 3-chloro-7-(2-(1-cyclopropyl-1H-pyrazol-4-yl)tetrahydro-2H-pyran-4-yl)-9-(2-fluoro-4-methoxyphenyl)-2-methyl-4H-pyrazino[1,2-a]pyrimidin-4-one